ClC1=C(C(=CC=C1)Cl)N(C(CCl)=O)C1=CC=CC=C1 N-(2,6-dichlorophenyl)-2-chloro-N-phenylacetamide